tert-butyl 4-(2-(5-(3-chloro-6-(difluoromethyl)-2-fluorophenyl)pyridin-2-yl)-3-(3-oxocyclobutyl)propanamido)benzoate ClC=1C(=C(C(=CC1)C(F)F)C=1C=CC(=NC1)C(C(=O)NC1=CC=C(C(=O)OC(C)(C)C)C=C1)CC1CC(C1)=O)F